FC1=C(C=CC=2C3=C(NC(C12)=O)COC[C@@H]3NC)F |r| racemic-7,8-difluoro-1-(methylamino)-1,2,4,5-tetrahydropyrano[3,4-c]isoquinolin-6-one